butyl (2,4-dichlorophenoxy)acetate ClC1=C(OCC(=O)OCCCC)C=CC(=C1)Cl